4-hydroxy-1-((2-(trimethylsilyl)ethoxy)methyl)-1H-pyrrole OC=1C=CN(C1)COCC[Si](C)(C)C